C(C)(C)C1=C(NC2=CC=C(C=C12)C1CC2C(CNC2)C1)C=1C(=C(C=2N(C1)C=NN2)C)C 6-(3-Isopropyl-5-(octahydrocyclopenta[c]pyrrol-5-yl)-1H-indol-2-yl)-7,8-dimethyl-[1,2,4]triazolo[4,3-a]pyridin